5-((1S,5R)-1-(5-((1R,3S,5S)-8-methyl-8-azabicyclo[3.2.1]octan-3-yl)-1,3,4-oxadiazol-2-yl)-5-(trifluoromethyl)-3-azabicyclo[3.1.0]hex-3-yl)quinoline-8-carbonitrile CN1[C@H]2CC(C[C@@H]1CC2)C2=NN=C(O2)[C@@]21CN(C[C@]1(C2)C(F)(F)F)C2=C1C=CC=NC1=C(C=C2)C#N